FC1=C(C=CC=C1)N1N=C(C=C1C1=CC(=CC=C1)OCC1COC1)CO [1-(2-Fluorophenyl)-5-[3-(oxetan-3-ylmethoxy)-phenyl]-1H-pyrazol-3-yl]methanol